sodium perfluoro-1-hexane[18O2]sulfonate FC(C(C(C(C(C(F)(F)F)(F)F)(F)F)(F)F)(F)F)(S(=O)(=[18O])[18O-])F.[Na+]